5-chloro-4-(((1S,2S)-2-(dimethylamino)cyclohexyl)amino)-2-fluoro-N-(1-methyl-2-((E)-3-methylbut-1-en-1-yl)-1H-pyrrolo[3,2-c]pyridin-6-yl)benzenesulfonamide ClC=1C(=CC(=C(C1)S(=O)(=O)NC1=CC2=C(C=N1)C=C(N2C)\C=C\C(C)C)F)N[C@@H]2[C@H](CCCC2)N(C)C